(6-aminopyridin-2-yl) (morpholino) ketone O1CCN(CC1)C(=O)C1=NC(=CC=C1)N